C1(=CC=CC=C1)C1=C(C(=CC=C1)C1=CC=CC=C1)N(C=1C=C(OC=2C=C(C=CC2)N2C=[NH+]C3=C2C=CC=C3)C=CC1)C1=NC=CC(=C1)C(C)(C)C 1-(3-(3-([1,1':3',1''-terphenyl]-2'-yl(4-(tert-butyl)pyridin-2-yl)amino)phenoxy)phenyl)-1H-benzo[d]imidazol-3-ium